O1C(CCCC1)O[C@@H](C)C=1N(C=CN1)CC1=NOC(=C1)C1=CC=C(C=C1)C#CC1=CC=C(C=C1)C(CO)O 1-(4-((4-(3-((2-((1S)-1-((tetrahydro-2H-pyran-2-yl)oxy)ethyl)-1H-imidazole-1-yl)methyl)isoxazol-5-yl)phenyl)ethynyl)phenyl)ethane-1,2-diol